2-[4-[(E)-3-(2,6-Difluorophenyl)-3-oxoprop-1-enyl]phenoxy]acetic acid FC1=C(C(=CC=C1)F)C(/C=C/C1=CC=C(OCC(=O)O)C=C1)=O